[4-[4-[[3-(2,3-difluoro-4-methoxy-phenyl)imidazo[1,2-a]pyrazin-8-yl]amino]-2-ethyl-phenyl]sulfonylpiperazin-1-yl]-[(2S)-pyrrolidin-2-yl]methanone FC1=C(C=CC(=C1F)OC)C1=CN=C2N1C=CN=C2NC2=CC(=C(C=C2)S(=O)(=O)N2CCN(CC2)C(=O)[C@H]2NCCC2)CC